(3R,4R)-1-(4-amino-1,3,5-triazin-2-yl)-3-fluoro-3-methylpiperidine NC1=NC(=NC=N1)N1C[C@](CCC1)(C)F